1-[bis(trifluoromethanesulfonyl)methyl]borane FC(S(=O)(=O)C(B)S(=O)(=O)C(F)(F)F)(F)F